ClC1=C2C(=NN(C2=C(C=C1)C=1C=C2C(=NC1C(CC1=CC(=CC(=C1)F)F)NC(OC(C)(C)C)=O)N=C(S2)SC)C)NS(=O)(=O)C tert-Butyl (1-(6-(4-chloro-1-methyl-3-(methylsulfonamido)-1H-indazol-7-yl)-2-(methylthio)thiazolo[4,5-b]pyridin-5-yl)-2-(3,5-difluorophenyl)ethyl)carbamate